ClC1=C(C=C2C=NNC2=C1)\C(=C(/CC)\C1=CC=CC=C1)\C1=CC=C(C=C1)/C=C/C(=O)O (E)-3-(4-((E)-1-(6-chloro-1H-indazol-5-yl)-2-phenylbut-1-en-1-yl)phenyl)acrylic acid